(4-nitro-1H-pyrazol-1-yl)pyrrolidine-1-carboxylic acid tert-butyl ester C(C)(C)(C)OC(=O)N1C(CCC1)N1N=CC(=C1)[N+](=O)[O-]